FC(OC=1C=C(C=NC1)C1=NN(C=2C1=NC=C(C2)C(=O)NC2(CS(C2)(=O)=O)C)C2CCOCC2)F 3-[5-(difluoromethoxy)-3-pyridyl]-N-(3-methyl-1,1-dioxo-thietan-3-yl)-1-tetrahydropyran-4-yl-pyrazolo[4,3-b]pyridine-6-carboxamide